N-(4-(((2-oxo-2,3-dihydro-1H-benzo[d]imidazol-5-yl)methyl)amino)phenyl)acetamide O=C1NC2=C(N1)C=CC(=C2)CNC2=CC=C(C=C2)NC(C)=O